C(CCCCCCCCCCCCCCCCC)(=O)O.C(CCCCCCCCCCCCCCCCC)(=O)N stearic acid amide, stearic acid salt